FC(OC=1C=C(C=CC1)C=1C=C(OC1)C(=O)NC1=NC(=NS1)CC(C)(F)F)F 4-(3-(Difluoromethoxy)phenyl)-N-(3-(2,2-difluoropropyl)-1,2,4-thiadiazol-5-yl)furan-2-carboxamide